C(C)(C)(C)S(=O)(=O)C1CCC2=CC=C(C=C12)NC1=NC(=NC=C1C)NC1=CC(=C(C(=C1)F)C1CCN(CC1)C)F N4-(3-(tert-Butylsulfonyl)-2,3-dihydro-1H-inden-5-yl)-N2-(3,5-difluoro-4-(1-methylpiperidin-4-yl)phenyl)-5-methylpyrimidine-2,4-diamine